4-[(2,8-dimethyl-[1,2,4]triazolo[1,5-a]pyridin-6-yl)methyl]-4-methyl-cyclohexanecarboxylic acid CC1=NN2C(C(=CC(=C2)CC2(CCC(CC2)C(=O)O)C)C)=N1